O=C(C(=O)N)C 2-oxopropanamide